C(C=1C(C(=O)OCC(CCCC)CC)=CC=CC1)(=O)OCC(CCCC)CC Bis(2-ethyl hexyl) phthalate